C(#N)C=1C=C(C=CC1OC1CCCC1)N1C=NC(=C1)C(=O)O 1-(3-cyano-4-cyclopentyloxy-phenyl)-imidazole-4-formic acid